4-{[5-(3,4-difluorophenyl)pyridin-3-yl]oxy}-1-(4-hydroxy-cyclohexyl)-6-oxo-1,6-dihydropyridine-2-carbonitrile FC=1C=C(C=CC1F)C=1C=C(C=NC1)OC=1C=C(N(C(C1)=O)C1CCC(CC1)O)C#N